C(C)(=O)N[C@H](C(=O)N[C@H](C(=O)O)CCC(C)(C)C)CC1=CSC=C1 (2S)-2-[(2S)-2-acetamido-3-(thiophen-3-yl)propanamido]-5,5-dimethylhexanoic acid